(E)-2-methylbut-2-enedioic acid diethyl ester C(C)OC(\C(=C\C(=O)OCC)\C)=O